5-(thiazol-2-yl)pyridin-2-amine S1C(=NC=C1)C=1C=CC(=NC1)N